1-(chloromethyl)-4-(4-methoxyphenyl)benzene ClCC1=CC=C(C=C1)C1=CC=C(C=C1)OC